tert-butyl (1R,5S,6R)-6-(((3,5-difluoropyridin-2-yl)oxy)methyl)-3-azabicyclo[3.1.0]hexane-3-carboxylate FC=1C(=NC=C(C1)F)OCC1[C@H]2CN(C[C@@H]12)C(=O)OC(C)(C)C